C(C)(C)(C)OC(NC1CNCCN(C1)C)=O.IC=1C=C(C=CC1)C=1C=NC=CC1 3-(3-iodophenyl)pyridine tert-butyl-N-(1-methyl-1,4-diazepan-6-yl)carbamate